23-Hexacosenoic acid C(CCCCCCCCCCCCCCCCCCCCCC=CCC)(=O)O